COC1=C(CNC2=NC=3C(=CC=CC3C=3N2N=C(N3)[C@@H]3CC(CN(C3)C(=O)OC(C)(C)C)(F)F)OC)C=CC(=C1)OC tert-butyl (R)-5-(5-((2,4-dimethoxybenzyl)amino)-7-methoxy-[1,2,4]triazolo[1,5-c]quinazolin-2-yl)-3,3-difluoropiperidine-1-carboxylate